NC(CCCCC1=NNC=N1)CCC1=NNC(=N1)O 5-Amino-5'-hydroxy-3,3'-heptamethylenebis(1,2,4-triazole)